N1CC(CCC1)NC1=NC=C(C(=N1)C1=CNC=2C(N(C=CC21)C2=NC=CC=C2)=O)C(F)(F)F 3-{2-[(piperidin-3-yl)amino]-5-(trifluoromethyl)pyrimidin-4-yl}-6-(pyridin-2-yl)-1H,6H,7H-pyrrolo[2,3-c]pyridin-7-one